7-chloro-5-(2-((2,2-difluorobenzo[d][1,3]dioxol-5-yl)(methyl)amino)-2-oxoethyl)-4-oxo-4,5-dihydrofuro[2,3-d]pyridazine-2-carboxylic acid ClC1=NN(C(C2=C1OC(=C2)C(=O)O)=O)CC(=O)N(C)C2=CC1=C(OC(O1)(F)F)C=C2